C(C)OC(CNC(=O)C=1C=C(C=CC1)B(O)O)=O 3-(2-ethoxy-2-oxoethylcarbamoyl)phenyl-boronic acid